BrCC(=O)NC1=CC=CC=C1 p-bromoacetamidobenzol